C1(CC1)C=1C(=NON1)C(=O)N[C@@H](C(NC=1C=NC=C(C1)CN1C(N[C@@H](C1)C(F)(F)F)=O)=O)C1CCC(CC1)C 4-Cyclopropyl-N-((R)-1-((1r,4R)-4-methylcyclohexyl)-2-oxo-2-((5-(((S)-2-oxo-4-(trifluoromethyl)imidazolidin-1-yl)methyl)pyridin-3-yl)amino)ethyl)-1,2,5-oxadiazole-3-carboxamide